fluorotetra-O-acetylglucose FC(=O)[C@H](OC(C)=O)[C@@H](OC(C)=O)[C@H](OC(C)=O)[C@H](OC(C)=O)CO